BrC1=C(C=C(C=C1)C1=NOC(C1)(C(F)F)C1=C(C(=CC(=C1)C(F)(F)F)Cl)F)C 3-(4-bromo-3-methyl-phenyl)-5-[3-chloro-2-fluoro-5-(trifluoromethyl)phenyl]-5-(difluoromethyl)-4H-isoxazole